6-[(Z)-2-(2-chloro-3-hydroxy-phenyl)-1-fluoro-vinyl]-4-methoxy-pyridine-3-carbaldehyde ClC1=C(C=CC=C1O)\C=C(/F)\C1=CC(=C(C=N1)C=O)OC